isocyanato-3,3,5-trimethyl-5-isocyanatomethyl-cyclohexane N(=C=O)C1CC(CC(C1)(CN=C=O)C)(C)C